NCOCC(=O)NCC1=C2C(=NC=3C=C(C(=CC13)OC)F)C1=CC3=C(C(N1C2)=O)COC([C@]3(O)CC)=O (S)-2-(aminomethoxy)-N-((4-ethyl-8-fluoro-4-hydroxy-9-methoxy-3,14-dioxo-3,4,12,14-tetrahydro-1H-pyrano[3',4':6,7]indolizino[1,2-b]quinolin-11-yl)methyl)acetamide